OC1(C(C2=CC=C(C=C2C=C1)O)C=O)C=O 2,6-dihydroxynaphthalene-1,2-diformaldehyde